(2-methoxypyrazinyl)benzenesulfonamide COC1=NC=CN=C1C1=C(C=CC=C1)S(=O)(=O)N